1-(4-(aminomethyl)benzyl)-2-(ethoxymethyl)-1H-imidazo[4,5-c]quinolin-4-amine NCC1=CC=C(CN2C(=NC=3C(=NC=4C=CC=CC4C32)N)COCC)C=C1